[K].ClC1=CC=CC(=C1O)C1=CC=CC=C1 6-Chloro-2-phenylphenol, potassium salt